3-[2-(3,4-dimethoxyphenyl)-6-methyl-3-oxo-pyridazin-4-carbonyl]bicyclo[3.2.1]octane-2,4-dione COC=1C=C(C=CC1OC)N1N=C(C=C(C1=O)C(=O)C1C(C2CCC(C1=O)C2)=O)C